(2R)-2-fluoro-2-methyltetrahydro-1H-pyrrolizine F[C@@]1(CC2CCCN2C1)C